tert-butyl (E)-(3-(3-(2,4-dioxo-3-((2-(trimethylsilyl)ethoxy)methyl)tetrahydropyrimidin-1(2H)-yl)pyrazolo[1,5-a]pyridin-5-yl)allyl)carbamate O=C1N(CCC(N1COCC[Si](C)(C)C)=O)C=1C=NN2C1C=C(C=C2)/C=C/CNC(OC(C)(C)C)=O